OC(C)C=1C=C2C3(CN(C(C2=CC1)=O)CC(=O)OC)CC3 methyl 2-(6'-(1-hydroxyethyl)-1'-oxo-1'H-spiro[cyclopropane-1,4'-isoquinolin]-2'(3'H)-yl)acetate